diacetyl oxide vanadium [V].C(C)(=O)OC(C)=O